ClC1=CC=C(C=C1)CCNC(=S)N1C(C2=CC(=C(C=C2CC1)O)O)C(C)C N-[2-(4-chlorophenyl)ethyl]-6,7-dihydroxy-1-(propan-2-yl)-1,2,3,4-tetrahydroisoquinoline-2-carbothioamide